N1N=CC2=C(C=CC=C12)C=1C=CC2=C(O[C@@]3(CN(CC3)C#N)C(N2)=O)N1 (S)-6-(1H-indazol-4-yl)-2-oxo-1,2-dihydrospiro[pyrido[2,3-b][1,4]oxazine-3,3'-pyrrolidine]-1'-carbonitrile